CC1=NC2=CC=C(C=C2C=C1)/C=C/C(=O)N1CCN(CC1)C1COC1 (E)-3-(2-methylquinolin-6-yl)-1-(4-(oxetan-3-yl)piperazin-1-yl)prop-2-en-1-one